CC(C)(C1CCNCC1)N1CCN(CC1)C=1C=C2CN(C(C2=CC1)=O)C1C(NC(CC1)=O)=O 3-[5-[4-[1-methyl-1-(4-piperidyl)ethyl]piperazin-1-yl]-1-oxo-isoindolin-2-yl]piperidine-2,6-dione